3-Benzo[1,3]dioxol-5-yl-[1,2,4]oxadiazol O1COC2=C1C=CC(=C2)C2=NOC=N2